5-methylthiophene-2-methanthiol CC1=CC=C(S1)CS